C(#N)C1=C(C=C(C=C1)N(C(/C=C/C(=O)OCC)=O)C)F ethyl (E)-4-((4-cyano-3-fluorophenyl) (methyl) amino)-4-oxobut-2-enoate